4-fluoro-2-methoxy-aniline FC1=CC(=C(N)C=C1)OC